(S)-2-(4-cyano-2-(1,1-difluoropropyl)phenoxy)propionic acid C(#N)C1=CC(=C(O[C@H](C(=O)O)C)C=C1)C(CC)(F)F